N1C=C(C2=CC=CC=C12)C=1C2=C(N=C(N1)C1(CC(=C(C=C1)N(C)CCN(C)C)[N+](=O)[O-])N)NC=C2 4-(4-(1H-indol-3-yl)-7H-pyrrolo[2,3-d]pyrimidin-2-yl)-N1-(2-(dimethylamino)ethyl)-N1-methyl-2-nitrobenzene-1,4-diamine